tert-butyl 4-(8-bromo-3-oxo-3,5,6,7-tetrahydropyrido[3,2,1-ij]quinolin-1-yl)piperazine-1-carboxylate BrC1=CC=C2C(=CC(N3C2=C1CCC3)=O)N3CCN(CC3)C(=O)OC(C)(C)C